C1N(CCC2=CC=CC=C12)C1CCCN(CC1)C1=NC=NC(=C1)NC1=CC=CC=C1 trans-5-(3,4-dihydroisoquinolin-2(1H)-yl)-1-(6-(phenylamino)pyrimidin-4-yl)azepan